BrCC(=O)C1=CC=CC(=N1)C#N 6-(2-bromoacetyl)-2-cyanopyridine